2-methyl-2-propargyl-1,3-propanediol CC(CO)(CO)CC#C